(2S)-2-(((S)-1-cyano-2-(4-(3-methyl-2-oxo-2,3-dihydrobenzo[d]oxazol-5-yl)phenyl)ethyl)carbamoyl)-6-(methylsulfinyl)-1,4-oxazepane-4-carboxylate C(#N)[C@H](CC1=CC=C(C=C1)C=1C=CC2=C(N(C(O2)=O)C)C1)NC(=O)[C@H]1OCC(CN(C1)C(=O)[O-])S(=O)C